O1[C@H](COC2=C1C=CC=C2)C2=CC=C(CNC1CC(CC1)C(=O)O)C=C2 3-({4-[(2S)-2,3-dihydro-1,4-benzodioxin-2-yl]benzyl}amino)cyclopentanecarboxylic acid